(4-(quinolin-4-yl) piperazine-1-carbonyl) piperidine-1-carboxylate N1(CCCCC1)C(=O)OC(=O)N1CCN(CC1)C1=CC=NC2=CC=CC=C12